CC1=C2NCCN(C2=CC=C1)C1=CC2=CN=C3NC\C=C/CN4CCCC(N(C1=O)C2=N3)C4 (8Z)-17-(5-methyl-3,4-dihydro-2H-quinoxalin-1-yl)-1,6,11,13,20-pentazatetracyclo[10.6.2.12,6.015,19]henicosa-8,12,14,16,19-pentaen-18-one